O1CC(=CCC1)C1=NC=2C(=NC(=CC2N2CCOCC2)N2N=C(CCC2)C=2C=C(C=CC2)C)N1CCOC 4-(2-(5,6-dihydro-2H-pyran-3-yl)-3-(2-methoxyethyl)-5-(3-(m-tolyl)-5,6-dihydropyridazin-1(4H)-yl)-3H-imidazo[4,5-b]pyridin-7-yl)morpholine